(R)-2,3,5-trimethyl-6-(12,12,12-trifluoro-3-hydroxy-3-methyldodecyl)cyclohex-2,5-diene-1,4-dione CC=1C(C(=C(C(C1C)=O)C)CC[C@](CCCCCCCCC(F)(F)F)(C)O)=O